(Z)-3-(1-(4-amino-2-fluorobut-2-en-1-yl)-2-ethyl-1H-benzo[d]imidazol-4-yl)-N-cyclopropylbenzenesulfonamide Hydrochloride Cl.NC\C=C(\CN1C(=NC2=C1C=CC=C2C=2C=C(C=CC2)S(=O)(=O)NC2CC2)CC)/F